NCCNC(O)=O.C(C)(C)(C)OC(NCCN)=O (2-aminoethyl)carbamic acid tert-butyl ester (2-aminoethyl)carbamate